C(#N)C=CCC#N 1,3-dicyano-propene